BrC1=CC(=CC=2N1N=C(C2)C)C(=O)O 7-bromo-2-methylpyrazolo[1,5-a]pyridine-5-carboxylic acid